tert-butyl (3R*,4R*)-4-fluoro-3-hydroxypiperidine-1-carboxylate F[C@H]1[C@@H](CN(CC1)C(=O)OC(C)(C)C)O |o1:1,2|